3-(4-(ethylsulfonamido)-2-((4-fluorobenzyl)oxy)phenyl)-5-(pyrazin-2-ylamino)-1H-pyrazole-4-carboxamide C(C)S(=O)(=O)NC1=CC(=C(C=C1)C1=NNC(=C1C(=O)N)NC1=NC=CN=C1)OCC1=CC=C(C=C1)F